ClC1=NC=C(C(=C1)N1C(C=C(C=C1C)O)=O)C1CC1 2'-chloro-5'-cyclopropyl-4-hydroxy-6-methyl-2H-[1,4'-bipyridin]-2-one